4-(1-(2-(6-(Trifluoromethyl)imidazo[1,2-a]pyrazin-3-yl)pyrimidin-4-yl)-1,2,5,6-tetrahydropyridin-3-yl)isothiazole FC(C=1N=CC=2N(C1)C(=CN2)C2=NC=CC(=N2)N2CC(=CCC2)C=2C=NSC2)(F)F